hydroxymethyl-cholane OCCCC[C@@H](C)[C@H]1CC[C@H]2[C@@H]3CCC4CCCC[C@]4(C)[C@H]3CC[C@]12C